COCCNCC(=O)OCCNCC(=O)OCCOCCOCCOCCNC(C(COCCCCCCCC\C=C/CCCCCCCC)OCCCCCCCC\C=C/CCCCCCCC)=O 2-[[2-[2-[2-[2-[2-[2,3-bis[(Z)-octadec-9-enoxy]propanoylamino]ethoxy]ethoxy]ethoxy]ethoxy]-2-oxo-ethyl]amino]ethyl 2-(2-methoxyethylamino)acetate